N-(3-{[(3S)-3-ethanesulfonamidopiperidin-1-yl]methyl}-5-(4-methyl-1H-imidazol-1-yl)phenyl)-4-phenylpyridine-2-carboxamide C(C)S(=O)(=O)N[C@@H]1CN(CCC1)CC=1C=C(C=C(C1)N1C=NC(=C1)C)NC(=O)C1=NC=CC(=C1)C1=CC=CC=C1